2,2-dimethyltetrahydrofuran-3-carboxylic acid CC1(OCCC1C(=O)O)C